Bis(Mesityl)Manganese (II) C1(=C(C(=CC(=C1)C)C)[Mn]C1=C(C=C(C=C1C)C)C)C